tris(2-chloropropyl) phosphite P(OCC(C)Cl)(OCC(C)Cl)OCC(C)Cl